ClC1=C(C=CC=C1F)[C@@H]1N(OCC1)C1=CC(=NC=N1)NC=1C(=CC(=C(C1)NC(C=C)=O)N1CCC(CC1)N1CCN(CC1)C(C)C)OC N-(5-((6-((R)-3-(2-chloro-3-fluorophenyl)isoxazolidine-2-yl)pyrimidine-4-yl)amino)-2-(4-(4-isopropylpiperazine-1-yl)piperidine-1-yl)-4-methoxyphenyl)acrylamide